3-(2,2-difluoro-1-hydroxy-ethyl)-1-[3-(difluoromethoxy)phenyl]-N-(3-methyl-1,1-dioxo-thietan-3-yl)indazole-5-carboxamide FC(C(O)C1=NN(C2=CC=C(C=C12)C(=O)NC1(CS(C1)(=O)=O)C)C1=CC(=CC=C1)OC(F)F)F